ethyl-3-(4-((5-(3,5-dichlorophenyl)-1,3,4-oxadiazol-2-yl)methoxy)-3,5-dimethoxyphenyl)acrylate C(C)OC(C=CC1=CC(=C(C(=C1)OC)OCC=1OC(=NN1)C1=CC(=CC(=C1)Cl)Cl)OC)=O